(R)-N-(5-(3-isopropyl-2-(2-methylpyridin-4-yl)-1H-indol-5-yl)pyridin-2-yl)pyrrolidine-3-carboxamide C(C)(C)C1=C(NC2=CC=C(C=C12)C=1C=CC(=NC1)NC(=O)[C@H]1CNCC1)C1=CC(=NC=C1)C